ClC=1C(=CC2=C(N(C(N=C2N2[C@H](CN(CC2)C(=O)OC(C)(C)C)C)=O)C=2C(=NC=CC2C=C)C(C)C)N1)F (S)-tert-butyl 4-(7-chloro-6-fluoro-1-(2-isopropyl-4-vinylpyridin-3-yl)-2-oxo-1,2-diHydropyrido[2,3-d]pyrimidin-4-yl)-3-methylpiperazine-1-carboxylate